3-phenoxyfuran-2,5-dione O(C1=CC=CC=C1)C=1C(OC(C1)=O)=O